Dodecandienal C(C=CC=CCCCCCCC)=O